C1OC2=CC=C3C(=C(C(OC3=C2O1)=O)N1C(C=CC1=O)=O)C 7-methylenedioxy-4-methyl-3-maleimidocoumarin